(4R-cis)-6-[2-[2-(4-fluorophenyl)-5-(1-isopropyl)-3-phenyl-4-[(anilino)carbonyl]-1H-pyrrol-1-yl]ethyl]-2,2-dimethyl-1,3-dioxane-4-acetic acid tert-butyl ester C(C)(C)(C)OC(C[C@@H]1OC(O[C@@H](C1)CCN1C(=C(C(=C1C(C)C)C(=O)NC1=CC=CC=C1)C1=CC=CC=C1)C1=CC=C(C=C1)F)(C)C)=O